BrC=1C=C(C(=O)NC(C)C2=NC=CN=C2C2=NN(C=N2)CC(F)(F)F)C=C(C1)C(F)(F)F 3-bromo-N-[1-[3-[1-(2,2,2-trifluoroethyl)-1,2,4-triazol-3-yl]pyrazin-2-yl]ethyl]-5-(trifluoromethyl)benzamide